(R)-N-(5-((6-(3-(3-(2,5-difluorophenoxy)phenyl)isoxazolidin-2-yl)pyrimidin-4-yl)amino)-4-methoxy-2-(4-propylpiperazin-1-yl)phenyl)acrylamide FC1=C(OC=2C=C(C=CC2)[C@@H]2N(OCC2)C2=CC(=NC=N2)NC=2C(=CC(=C(C2)NC(C=C)=O)N2CCN(CC2)CCC)OC)C=C(C=C1)F